C(\C=C\C(=O)OCCOC(=O)OC(C)C)(=O)OC methyl (methylethoxycarbonyloxy)ethyl (2E)-but-2-ene-1,4-dioate